(3-aminopropoxy)-13-methyl-7,8,9,11,12,13,14,15,16,17-decahydro-6H-cyclopenta[a]phenanthren-17-ol NCCCOC1=CC=CC=2CCC3C4CCC(C4(CCC3C12)C)O